NC1=C(C=C(C=N1)NC(C(=O)N1[C@H](CC[C@@H](C1)C)C=1C=NC(=NC1)C)=O)C |r| rac-N-(6-amino-5-methylpyridin-3-yl)-2-((2R,5S)-5-methyl-2-(2-methylpyrimidin-5-yl)piperidin-1-yl)-2-oxoacetamide